5-bromo-1H-pyrrolo[3,2-b]pyridin-3-amine hydrochloride Cl.BrC1=CC=C2C(=N1)C(=CN2)N